[Te-2].[Zn+2].[Bi+3] bismuth zinc telluride